CN(CCCC(=O)N(CCCCCO)C(CCCCCCO)CCCCCCCCC)C 4-(dimethylamino)-N-(1-hydroxyhexadecan-7-yl)-N-(5-hydroxypentyl)butanamide